NC(C(=O)O)(CCCCB(O)O)CCCOC1=CC=C(C=C1)C 2-amino-6-borono-2-(3-(p-tolyloxy)propyl)hexanoic acid